methyl 4-(3-((5-chloro-3-(difluoromethoxy) pyridin-2-yl) carbamoyl)-3-(2-isopropylphenyl) azetidin-1-yl)-2,2-dimethylbutyrate ClC=1C=C(C(=NC1)NC(=O)C1(CN(C1)CCC(C(=O)OC)(C)C)C1=C(C=CC=C1)C(C)C)OC(F)F